4-(1H-tetrazol-1-yl)benzoic acid N1(N=NN=C1)C1=CC=C(C(=O)O)C=C1